N-cyclobutyl-5-(4-((3-ethyl-9-fluoro-2-oxo-2,3-dihydro-1H-pyrimido[4,5,6-de]quinazolin-8-yl)methyl)piperazin-1-yl)-6-methylpyridineamide C1(CCC1)NC(=O)C1=NC(=C(C=C1)N1CCN(CC1)CC1=CC=2C3=C(N(C(NC3=C1F)=O)CC)N=CN2)C